ClCOC(=O)N1CCC(CC1)=O 4-oxopiperidine-1-carboxylic acid chloromethyl ester